C(C)OC(=O)[C@H]1N([C@H]1C1=CC=C(C=C1)OC)S(=O)C(C)(C)C (2S,3S)-1-(tert-butylsulfinyl)-3-(4-methoxyphenyl)aziridine-2-carboxylic acid ethyl ester